(R)-N-(4-hydroxybutan-2-yl)-4-(isopropylamino)-6-(1H-pyrazol-4-yl)quinoline-3-carboxamide OCC[C@@H](C)NC(=O)C=1C=NC2=CC=C(C=C2C1NC(C)C)C=1C=NNC1